BrC=1C=C(C(=C(C=O)C1)O)OC 5-bromo-2-hydroxy-3-methoxy-benzaldehyde